N[C@@H]1CN(CC[C@H]1F)C1=NC2=C(N1CC=1N=CC(=NC1)C(=O)N)C=C(C=C2)C(F)(F)F 5-((2-((3R,4R)-3-Amino-4-fluoro-1-piperidinyl)-6-(trifluoromethyl)-1H-benzimidazol-1-yl)methyl)-2-pyrazincarboxamid